CC1C(CCC(C1)C)CC(=O)CC1C(CC(CC1)C)C 2,4-dimethylcyclohexylmethyl ketone